FC1=C2C(C(=C(C(C2=CC=C1)=O)C)CC1=NC=C(C=C1)C(F)(F)F)=O 5-fluoro-2-methyl-3-((5-(trifluoromethyl)pyridin-2-yl)methyl)naphthalene-1,4-dione